thioxantriol S1OC(C(CC1)O)(O)O